COC=1C=C(C=C(C1)OC)C(C)(C(CCCCC)(O)C1=CC=CC=C1)C 2-(3,5-dimethoxyphenyl)-2-methyl-3-phenyloctan-3-ol